1,8-dihydroxy-3,6-naphthalenedisulfonic acid OC1=CC(=CC2=CC(=CC(=C12)O)S(=O)(=O)O)S(=O)(=O)O